Methyl 4-(1-cyanocyclopropyl)-2-isopropyl-1-methyl-1H-imidazole-5-carboxylate C(#N)C1(CC1)C=1N=C(N(C1C(=O)OC)C)C(C)C